C(C1=CC=CC=C1)OC1=C(C(=CC=C1)F)C=1NC=CN1 2-(2-(benzyloxy)-6-fluorophenyl)-1H-imidazole